[N+](=O)([O-])C1=CC=C(C=C1)C=1C=C(C=2N(C1)C=C(N2)C2=CC=CC=C2)C2=CC=CC=C2 6-(4-nitrophenyl)-2,8-diphenylimidazo[1,2-a]pyridine